O1C2(C=CC=C1)C1=C3C(=CC=C1C1=C2OC=C1)C1=C(C=CC=C1C=C3)N spiro[naphtho[2',1':4,5]indeno[2,1-b]furan-10,2'-pyran]-4-amine